ClC1=C(C=CC=C1)C1C(O1)(C1=C(C=C(C=C1)F)F)CN1N=CNC1=S 2-{[3-(2-Chlorophenyl)-2-(2,4-difluorophenyl)oxiran-2-yl]methyl}-2,4-dihydro-3H-1,2,4-triazol-3-thione